4-phenylbutyltrimethoxysilane C1(=CC=CC=C1)CCCC[Si](OC)(OC)OC